tert-butyl ((1S,2S,5S)-2-((tert-butyldimethylsilyl)oxy)-5-(3-(trifluoromethyl)phenyl)-cyclohexyl)carbamate [Si](C)(C)(C(C)(C)C)O[C@@H]1[C@H](C[C@H](CC1)C1=CC(=CC=C1)C(F)(F)F)NC(OC(C)(C)C)=O